S1C2(SCC1)CC1C3=CC=CC=C3CCN1C=1CCCC(C12)=O 2,3,4,5,6,10b,11,12-Octahydro-spiro[4b-azachrysen-12,2'-[1,3]dithiolan]-1-one